C(#N)C(CNC=1C(=CC=C2C=CC(=CC12)C1=NC(=NC=C1)C(=O)NCCC1CCN(CC1)C)OC)=C 4-{8-[(2-cyano-2-methylideneethyl)amino]-7-methoxynaphthalen-2-yl}-N-[2-(1-methylpiperidin-4-yl)ethyl]pyrimidine-2-carboxamide